FC1=C2C(=CNC2=CC=C1C1=CCN(CC1)C(=O)OC(C)(C)C)C(C)C Tert-butyl 4-(4-fluoro-3-isopropyl-1H-indol-5-yl)-5,6-dihydropyridine-1(2H)-carboxylate